1-(3-iodopyrazolo[1,5-a]pyridin-6-yl)cyclopropanecarbonitrile IC=1C=NN2C1C=CC(=C2)C2(CC2)C#N